The molecule is a 1,4-benzodiazepinone, a member of monofluorobenzenes, an organochlorine compound and a tertiary amino compound. It has a role as a human urinary metabolite, a human xenobiotic metabolite and a sedative. It derives from a flurazepam. CCN(CCN1C(=O)CN=C(C2=C1C=CC(=C2)Cl)C3=CC=CC=C3F)CCO